(Z)-benzyl ((E)-4-trideuteriomethyl-17,17-dimethyl-2,7-dioxo-1-oxa-4,6-diazacycloheptadec-12-en-5-ylidene)carbamate [2H]C(N\1CC(OC(CCC/C=C/CCCCC(N/C1=N/C(OCC1=CC=CC=C1)=O)=O)(C)C)=O)([2H])[2H]